5-chloro-2-(trifluoromethyl)pyridine-4-carboxylic acid methyl ester COC(=O)C1=CC(=NC=C1Cl)C(F)(F)F